N-[4-[1-[1-(4-chlorophenyl)cyclopentanecarbonyl]pyrrolidin-3-yl]oxy-6-(2,6-dimethylphenyl)pyrimidin-2-yl]-1-methyl-pyrazole-4-sulfonamide ClC1=CC=C(C=C1)C1(CCCC1)C(=O)N1CC(CC1)OC1=NC(=NC(=C1)C1=C(C=CC=C1C)C)NS(=O)(=O)C=1C=NN(C1)C